4-Fluoro-1-((2-(trimethylsilyl)ethoxy)methyl)-1H-benzo[d]imidazole-5-carbaldehyde FC1=C(C=CC=2N(C=NC21)COCC[Si](C)(C)C)C=O